pyrazolopyridinesulfonamide N1N=C(C2=C1C=CC=N2)S(=O)(=O)N